{2-[8-ethyl-7-fluoro-3-(methoxymethoxy)naphthalen-1-yl]ethynyl}triisopropylsilane C(C)C=1C(=CC=C2C=C(C=C(C12)C#C[Si](C(C)C)(C(C)C)C(C)C)OCOC)F